BrC=1C=NN2C1N=C(N=C2NCC2=NN=C(N2)C2=CC=CC=C2)N2C[C@H](O[C@H](C2)C)C 8-bromo-2-[(2R,6S)-2,6-dimethylmorpholin-4-yl]-N-[(5-phenyl-4H-1,2,4-triazol-3-yl)methyl]pyrazolo[1,5-a][1,3,5]triazin-4-amine